NCCNCCC[Si](OCC)(OCC)OCC N-(2-Aminoethyl)-3-aminopropyltriethoxy-silan